OC(C(O)(O)O)C(C(=O)OCC(CO)(CO)CO)=C pentaerythritol tetrahydroxyethyl-acrylate